FC(COC=1C=CC2=NN(C(C(=C2N1)C1=CCC(CC1)O)=O)C1=CC2=CN(N=C2C=C1)C)F 6-(2,2-difluoroethoxy)-4-(4-hydroxycyclohex-1-en-1-yl)-2-(2-methyl-2H-indazol-5-yl)pyrido[3,2-c]pyridazin-3(2H)-one